NC1=C(C=C2C=CC=NC2=C1C#N)C1=C(C=CC(=C1)OCOC)C 7-amino-6-[5-(methoxymethoxy)-2-methyl-phenyl]quinoline-8-carbonitrile